ClC1=NC(=C2N=CN(C2=N1)C1OCCCC1)C=1C=NN(C1CC1CC1)C 2-chloro-6-(5-(cyclopropylmethyl)-1-methyl-1H-pyrazol-4-yl)-9-(tetrahydro-2H-pyran-2-yl)-9H-purine